CSC1=CC=C(C=C1)NC1=CC=C(C=C1)SC bis(4-(methylthio)phenyl)amine